ClC=1C=C(C=CC1OCC)B(O)O (3-chloro-4-ethoxyphenyl)boronic acid